CNC1=CC(=NC=N1)NC=1C=C2C=NNC2=CC1OC 5-(6-methylamino-pyrimidin-4-ylamino)-6-methoxy-1H-indazole